C(C=C)(=O)NC1=C(C(=O)NC2=NNC(=C2)CCC2=CC(=CC(=C2)OC)OC)C=CC(=C1)CN1CCOCC1 2-acrylamido-N-(5-(3,5-dimethoxyphenethyl)-1H-pyrazol-3-yl)-4-morpholinylmethyl-benzamide